(3-hydroxy-2-oxo-2H-pyrazin-1-yl)-acetic acid ethyl ester C(C)OC(CN1C(C(=NC=C1)O)=O)=O